5-(2-(4-((3-cyclopropyl-4-(trifluoromethoxy)benzyl)amino)butoxy)ethoxy)benzo[c][2,6]naphthyridine-8-carboxylic acid C1(CC1)C=1C=C(CNCCCCOCCOC2=NC3=C(C4=CN=CC=C24)C=CC(=C3)C(=O)O)C=CC1OC(F)(F)F